C1(CC1)C=1C=C2C=C(C=NC2=CC1)C(=O)OC methyl 6-cyclopropylquinoline-3-carboxylate